ClC1=C(C=C(C(=O)N(C)C2=C(C=CC=C2C)O)C=C1)B1OC(C(O1)(C)C)(C)C 4-chloro-N-(2-hydroxy-6-methylphenyl)-N-methyl-3-(4,4,5,5-tetramethyl-1,3,2-dioxaborolan-2-yl)benzamide